NC1=NC=C(C=C1OCC=1C=C(C=CC1)NC(C1=CN=CC(=C1)C)=O)Cl N-(3-(((2-amino-5-chloropyridin-3-yl)oxy)methyl)phenyl)-5-methylnicotinamide